(2,6-dichlorobenzyl)-1H-pyrazol-4-amine ClC1=C(CN2N=CC(=C2)N)C(=CC=C1)Cl